methyl 1-(1-(tert-butoxycarbonyl)piperidin-4-yl)-1H-pyrrolo[2,3-b]pyridine-5-carboxylate C(C)(C)(C)OC(=O)N1CCC(CC1)N1C=CC=2C1=NC=C(C2)C(=O)OC